CC1(C(C(CCC1C)C)CC[C@@H](CCC)O)C |r| (3RS)-1-[2,2,3,6-tetramethylcyclohexyl]-3-hexanol